ClC=1C(=C(C=CC1)NC=1C2=C(N=CN1)C=CC(=N2)N2C[C@@H]1CNC[C@@H]1C2)F N-(3-Chloro-2-fluorophenyl)-6-((3aR,6aS)-hexahydropyrrolo[3,4-c]pyrrol-2(1H)-yl)pyrido[3,2-d]pyrimidin-4-amine